N1,N3-dimethyl-isophthalamide CNC(C1=CC(C(=O)NC)=CC=C1)=O